FC1=C(C=C(C=C1)F)[C@H](C)NC1=CC(=C(C(=C1)F)S(=O)(=O)N(C1=NC=NC=C1)CC1=C(C=C(C=C1)OC)OC)F (S)-4-((1-(2,5-difluorophenyl)ethyl)amino)-N-(2,4-dimethoxybenzyl)-2,6-difluoro-N-(pyrimidin-4-yl)benzenesulfonamide